L-arabinosyl bromide C1([C@H](O)[C@@H](O)[C@@H](O)CO1)Br